5-(2,6-dimethoxypyrimidin-4-yl)oxazole COC1=NC(=CC(=N1)C1=CN=CO1)OC